ethyl (Z)-2-(2-cyclopropyl-5-(trifluoromethoxy)benzamido)-2-(hydroxyimino)acetate C1(CC1)C1=C(C(=O)N\C(\C(=O)OCC)=N/O)C=C(C=C1)OC(F)(F)F